2,4,5-Trifluoro-N-(5-(3-(4-methyl-5-oxo-4,5-dihydro-1,3,4-oxadiazol-2-yl)-5-(trifluoromethyl)-1H-pyrazol-1-yl)pyridin-2-yl)benzamide FC1=C(C(=O)NC2=NC=C(C=C2)N2N=C(C=C2C(F)(F)F)C=2OC(N(N2)C)=O)C=C(C(=C1)F)F